N,N'-bis(2-hydroxyethyl)diethylenetriamine OCCNCCN(CCN)CCO